dimethyl-N6-pentyl-pyridine-2,6-dicarboxamide CC1=C(C(=NC(=C1)C(=O)NCCCCC)C(=O)N)C